C(C1=CC=CC=C1)=C(C(=O)[O-])C(=O)[O-] Benzylidenemalonate